2-chloro-4-fluoro-5-((1-methyl-1H-pyrazol-4-yl)ethynyl)pyridine ClC1=NC=C(C(=C1)F)C#CC=1C=NN(C1)C